3-bromo-6-chloro-1-(tetrahydro-2H-pyran-2-yl)-1,5-dihydro-4H-pyrazolo[3,4-d]pyrimidin-4-one BrC1=NN(C=2N=C(NC(C21)=O)Cl)C2OCCCC2